C(C)(C)(C)OC(=O)N1CCN(CC1)CCOC1=CC=C(C=N1)NC=1N=CC2=C(N1)N(C(C(=C2)C(=O)OC)=O)C methyl 2-[[6-[2-(4-tert-butoxycarbonylpiperazin-1-yl)ethoxy]-3-pyridyl]amino]-8-methyl-7-oxo-pyrido[2,3-d]pyrimidine-6-carboxylate